2-Chloro-5,6-dimethylpyridin-4(3H)-one ClC1=NC(=C(C(C1)=O)C)C